6-(3-deuterio-7,8-dimethyl-[1,2,4]triazolo[4,3-b]pyridazin-6-yl)-3-(1,3,5-trimethylpyrazol-4-yl)-7,8-dihydro-5H-1,6-naphthyridine [2H]C1=NN=C2N1N=C(C(=C2C)C)N2CC=1C=C(C=NC1CC2)C=2C(=NN(C2C)C)C